pyridin-4-amine, Trifluoroacetic acid salt FC(C(=O)O)(F)F.N1=CC=C(C=C1)N